Tert-butyl 4-(6-(5-amino-6-((tert-butoxycarbonyl)(methyl)amino)pyridin-3-yl)quinazolin-4-yl)piperazine-1-carboxylate NC=1C=C(C=NC1N(C)C(=O)OC(C)(C)C)C=1C=C2C(=NC=NC2=CC1)N1CCN(CC1)C(=O)OC(C)(C)C